2-butyl-2-oxazolin C(CCC)C=1OCCN1